5-(7-(4,4-difluoropiperidine-1-carbonyl)imidazo[1,2-a]pyridin-3-yl)pyridinecarbonitrile FC1(CCN(CC1)C(=O)C1=CC=2N(C=C1)C(=CN2)C=2C=CC(=NC2)C#N)F